CCN(CC)C(=O)C(C)OC1=CC=CC2=CC=CC=C21 The molecule is a monocarboxylic acid amide that is propanamide substituted by two ethyl groups at the nitrogen atom and a naphthalen-1-yloxy group at position 2. It is an aromatic ether, a monocarboxylic acid amide and a member of naphthalenes.